C(C1=CC=CC=C1)OC1=CC=C(C=C1)CCC(C)NC(=O)NC1=CC(=CC=C1)C(C)C 1-(4-(4-(benzyloxy)phenyl)butan-2-yl)-3-(3-isopropylphenyl)urea